CN(C(=O)[C@H]1N(S(CC1)(=O)=O)C1=NC(=NC(=C1)C(F)(F)F)C)C=1C=C(C=CC1)C (S)-N-methyl-2-(2-methyl-6-(trifluoromethyl)pyrimidin-4-yl)-N-(m-tolyl)isothiazolidine-3-carboxamide 1,1-dioxide